NC=1NC2=C(C=CC1)C=CC=C2 2-AMINOBENZAZEPIN